3-hydroxybicyclo[1.1.1]pentane-1-amine hydrochloride Cl.OC12CC(C1)(C2)N